1-acryloyl-4-(6-chloro-7-(2,4-difluorophenyl)quinazolin-4-yl)piperazine-2-carbonitrile C(C=C)(=O)N1C(CN(CC1)C1=NC=NC2=CC(=C(C=C12)Cl)C1=C(C=C(C=C1)F)F)C#N